2-(5-chloropyridin-2-yl)morpholine-2-d ClC=1C=CC(=NC1)C1(CNCCO1)[2H]